N-((1S,3R)-3-((3-fluoro-6-(1-methyl-1H-pyrazol-4-yl)pyrazolo[1,5-a]pyrazin-4-yl)oxy)cyclopentyl)-N-methylbut-2-ynamide FC=1C=NN2C1C(=NC(=C2)C=2C=NN(C2)C)O[C@H]2C[C@H](CC2)N(C(C#CC)=O)C